ethylbis(β-ethylaminoethyl)amine C(C)N(CCNCC)CCNCC